BrC=1C(=C(C=NC1)NC1=C(C=C(C=C1)C1CC1)F)C 5-bromo-N-(4-cyclopropyl-2-fluoro-phenyl)-4-methyl-pyridin-3-amine